FC1=C(N=CC2=C1C(C=1NC=3C=C(C=CC3C1C2=O)C#N)(C)C)N2CCC(CC2)N2CCOCC2 4-Fluoro-5,5-dimethyl-3-(4-morpholin-4-yl-piperidin-1-yl)-11-oxo-6,11-dihydro-5H-pyrido[4,3-b]carbazole-8-carbonitrile